1,3,5-trifluoro-2,4,6-triacetoxybenzene FC1=C(C(=C(C(=C1OC(C)=O)F)OC(C)=O)F)OC(C)=O